ClC=1C=C(C=CC1F)NC1=NC=NC2=CC(=C(C=C12)NC(C=CCN1CCCCC1)=O)OC 4-Piperidin-1-yl-but-2-enoic acid [4-(3-chloro-4-fluoro-phenylamino)-7-methoxy-quinazolin-6-yl]-amide